P(=O)(OC1=C2C=CN(C2=CC=C1)C(C([2H])([2H])N(C([2H])([2H])[2H])C([2H])([2H])[2H])([2H])[2H])(O)O 2-(bis(methyl-d3)amino)ethyl-1,1,2,2-d4-1H-indol-4-yl dihydrogen phosphate